BrC1=C2C=CN(C2=C(C=C1)C(=O)O)CC1=CC=C(C=C1)C(F)(F)F 4-bromo-1-(4-(trifluoromethyl)benzyl)-1H-indole-7-carboxylic acid